C(C1=CC=CC=C1)OC(=O)NC[C@@H](C(=O)N1[C@@H](CC[C@@H]1C=C)C(=O)OC)NC(=O)OC(C)(C)C methyl (2S,5R)-1-((S)-3-(((benzyloxy)carbonyl)amino)-2-((tert-butoxycarbonyl)amino)propanoyl)-5-vinylpyrrolidine-2-carboxylate